FC([C@]12CCN(C[C@@H]2C1)C1=C(C(=O)NC=2C(N(C=CC2)N2CCC(CC2)(F)F)=O)C(=CC(=C1)NS(=O)(=O)CCO)F)F 2-((1R,6S)-6-(difluoromethyl)-3-azabicyclo[4.1.0]heptan-3-yl)-N-(1-(4,4-difluoropiperidin-1-yl)-2-oxo-1,2-dihydropyridin-3-yl)-6-fluoro-4-((2-hydroxyethyl)sulfonamido)benzamide